C(C1=CC=CC=C1)OC=1C=C(C=C(C1)C(F)(F)F)[C@@H](C)N (R)-1-(3-(benzyloxy)-5-(trifluoromethyl)phenyl)ethan-1-amine